CC(=O)[C@H]1C[C@H]([C@@H]2[C@@]1(CC[C@H]3[C@H]2CCC4=CC(=O)CC[C@]34C)C)O The molecule is progesterone in which the hydrogen at the 15beta position is substituted by a hydroxy group. It is a 15beta-hydroxy steroid, a 3-oxo-Delta(4) steroid and a 20-oxo steroid. It derives from a progesterone.